(3-chloro-2,4-difluorophenyl)-(trans-2-(trifluoromethyl)cyclopropyl)methanone ClC=1C(=C(C=CC1F)C(=O)[C@H]1[C@@H](C1)C(F)(F)F)F